CC(C(CC=CC)C(=O)O)C(O)=N Hept-5-ene-2,3-dicarboxylic acid imide